(S)-4-(5-bromo-6-(1-methoxyethyl)pyridin-3-yl)piperazine-1-carboxylic acid benzyl ester C(C1=CC=CC=C1)OC(=O)N1CCN(CC1)C=1C=NC(=C(C1)Br)[C@H](C)OC